COC1=CC=C(C=N1)B(O)O 6-methoxypyridine-3-boronic acid